tert-butyl 3-cyano-2-phenylpyrrolidine-1-carboxylate C(#N)C1C(N(CC1)C(=O)OC(C)(C)C)C1=CC=CC=C1